4-diazoheptane [N+](=[N-])=C(CCC)CCC